C[C@@H]1C[C@@H]([C@@H](N1C(=O)OCC1=CC=CC=C1)CO[Si](CC)(CC)CC)N(C(C(F)(F)F)=O)CC1=CC=C(C=C1)OC benzyl (2R,3S,5R)-5-methyl-2-{[(triethylsilyl)oxy]methyl}-3-{2,2,2-trifluoro-N-[(4-methoxyphenyl)methyl]acetamido}pyrrolidine-1-carboxylate